OC=1C(NC=NC1CN(C1=CC=C(C=C1)C#CC1=CC=C(C=C1)CN1CCOCC1)CCO)=O 5-hydroxy-6-(((2-hydroxyethyl)(4-((4-(morpholinomethyl)phenyl)ethynyl)phenyl)amino)methyl)pyrimidin-4(3H)-one